N1(CCCC1)C1=NC(=NC2=CC=CC=C12)NCCC(=O)OC(C)(C)C tert-butyl (2-((4-(pyrrolidin-1-yl)quinazolin-2-yl)amino)ethyl)carboxylate